(2-cyano-5-methoxy-4-nitrophenyl)-N,N-dimethylformamide C(#N)C1=C(C=C(C(=C1)[N+](=O)[O-])OC)C(=O)N(C)C